ClC=1C=CC(=C(C1)C1=CC(=CN=N1)NC1=CC=NC2=CC(=CC=C12)OCCN1CCOCC1)F N-[6-(5-Chloro-2-fluorophenyl)Pyridazin-4-yl]-7-[2-(morpholin-4-yl)ethoxy]quinolin-4-amin